CC1=CC=C(OC2=C(C=CC=C2)O)C=C1 (4-methylphenoxy)phenol